tert-Butyl-5-(2,6-difluoro-4-(2-oxoethyl)phenyl)-3-(1-methyl-1H-pyrazol-4-yl)-1H-pyrazolo[3,4-c]pyridine-1-carboxylate C(C)(C)(C)OC(=O)N1N=C(C=2C1=CN=C(C2)C2=C(C=C(C=C2F)CC=O)F)C=2C=NN(C2)C